benzoic acid cinnamate C(C=CC1=CC=CC=C1)(=O)O.C(C1=CC=CC=C1)(=O)O